BrC1=CC=C(C=C1)C=1N=C2N(C=CC=N2)C1CN1C2CN(C(C1)CC2)C(=O)C2=NC(=CC=C2F)OC (5-{[2-(4-bromophenyl)imidazo[1,2-a]pyrimidin-3-yl]methyl}-2,5-diazabicyclo[2.2.2]oct-2-yl)-(3-fluoro-6-methoxypyridin-2-yl)methanone